C(C1=CC=CC=C1)OC(C(COC(=O)OC(C)N1N=C(C(=N1)C=1C=C(C=C(C1)Cl)C1=CC=C(C=C1)OC(F)(F)F)C#N)(C)C)=O 3-{1-[4-(5-chloro-4'-trifluoromethoxybiphenyl-3-yl)-5-cyano-2H-[1,2,3]triazol-2-yl]-ethoxycarbonyloxy}-2,2-dimethyl-propionic acid benzyl ester